FC1=C(C(=CC=C1N1C=CC=C1)F)[Ti]C1=C(C(=CC=C1F)N1C=CC=C1)F bis-[2,6-difluoro-3-(1H-pyrrol-1-yl)phenyl]Titanium